3-amino-6-(3-(1-(cyanomethyl)-1H-pyrazol-4-yl)phenyl)-N-((3R,4R)-4-hydroxypiperidin-3-yl)pyrazine-2-carboxamide NC=1C(=NC(=CN1)C1=CC(=CC=C1)C=1C=NN(C1)CC#N)C(=O)N[C@@H]1CNCC[C@H]1O